N-(6-(3,3-difluoroazetidin-1-yl)-4-methylpyridin-2-yl)-2-(4,4-dimethyl-1,4-azasilinan-1-yl)-4-(methylsulfonamido)benzamide FC1(CN(C1)C1=CC(=CC(=N1)NC(C1=C(C=C(C=C1)NS(=O)(=O)C)N1CC[Si](CC1)(C)C)=O)C)F